tert-butyl (2R,3S,4S)-4-((tert-butoxycarbonyl)oxy)-2-(4-(difluoromethyl)benzyl)-3-(((4-nitrophenoxy)carbonyl)oxy)pyrrolidine-1-carboxylate C(C)(C)(C)OC(=O)O[C@@H]1[C@H]([C@H](N(C1)C(=O)OC(C)(C)C)CC1=CC=C(C=C1)C(F)F)OC(=O)OC1=CC=C(C=C1)[N+](=O)[O-]